O=C1NC=CC=2CCN(CC12)CC=1C=C(C#N)C=CC1 3-((8-oxo-3,4,7,8-tetrahydro-2,7-naphthyridin-2(1H)-yl)-methyl)-benzonitrile